Cl.COC(C[C@H](CN(CCCCC1=NC=2NCCCC2C=C1)C)C1=CC=CC(=N1)C1=CC=C(OCCOCCOCCOCCOCCC(=O)O)C=C1)=O (R)-1-(4-(6-(4-methoxy-1-(methyl(4-(5,6,7,8-tetrahydro-1,8-naphthyridin-2-yl)butyl)amino)-4-oxobutan-2-yl)pyridin-2-yl)phenoxy)-3,6,9,12-tetraoxapentadecan-15-oic acid hydrochloride